N1-benzyl-2-bromo-5-fluoro-N3-(4-fluorophenyl)benzene-1,3-diamine C(C1=CC=CC=C1)NC1=C(C(=CC(=C1)F)NC1=CC=C(C=C1)F)Br